(E)-6-bromohexyl-3-propylundec-2-enoate BrCCCCCCOC(\C=C(\CCCCCCCC)/CCC)=O